2-chloro-5-methoxy-6-methyl-N-(5-(oxetan-3-yl)-1,3,4-thiadiazol-2-yl)-(4,4'-bipyridine)-3-carboxamide ClC1=NC(=C(C(=C1C(=O)NC=1SC(=NN1)C1COC1)C1=CC=NC=C1)OC)C